N[C@H](C(=O)O)CC(C(F)(F)F)(C)C (S)-2-amino-5,5,5-trifluoro-4,4-dimethylpentanoic acid